C(C)(=O)N1CC=2N(CC1)C(=NC2C=2C=CC=C1C=C(N=CC21)C=2C=CC(=NC2)C(=O)NC(C)(CC#CC2=C1CN(C(C1=CC=C2)=O)C2C(NC(CC2)=O)=O)C)CC 5-(8-(7-Acetyl-3-ethyl-5,6,7,8-tetrahydroimidazo[1,5-a]pyrazin-1-yl)isoquinolin-3-yl)-N-(5-(2-(2,6-dioxopiperidin-3-yl)-1-oxoisoindolin-4-yl)-2-methylpent-4-yn-2-yl)picolinamide